ethyl 1-(tert-butyl)-1H-imidazole-4-carboxylate C(C)(C)(C)N1C=NC(=C1)C(=O)OCC